N1-(4-amino-1,3-dihydrofuro[3,4-c]pyridin-7-yl)-N2-(benzo[d]thiazol-5-ylmethyl)-N2-(1-(3-fluoropyridin-2-yl)ethyl)oxalamide NC1=NC=C(C2=C1COC2)NC(C(=O)N(C(C)C2=NC=CC=C2F)CC=2C=CC1=C(N=CS1)C2)=O